CC1=CC=C(C=C1)S(=O)(=O)SS(=O)(=O)C1=CC=C(C)C=C1 p-toluenesulfonyl sulfide